1-((9H-fluoren-9-yl) methyl) 4-tert-butyl 6-hydroxytetrahydro-1H-pyrrolo[3,2-c]isoxazole-1,4(5H)-dicarboxylate OC1CN(C2C1N(OC2)C(=O)OCC2C1=CC=CC=C1C=1C=CC=CC21)C(=O)OC(C)(C)C